trimethoxy[(3-phenyl)propyl]silane CO[Si](CCCC1=CC=CC=C1)(OC)OC